N[C@H](C(=O)NCCNC(CBr)=O)CCN(C(CO)=O)[C@H](C(C)(C)C)C1=NN(C=C1CC1=CC=CC=C1)C1=C(C=CC(=C1)F)F (2S)-2-amino-4-[{(1R)-1-[4-benzyl-1-(2,5-difluorophenyl)-1H-pyrazol-3-yl]-2,2-dimethylpropyl}(glycoloyl)amino]-N-{2-[(bromoacetyl)amino]ethyl}butanamide